ClC1=C(C#N)C=CC(=C1)N1CC2(C[C@@H]1C)CCN(CC2)C2=CC=C(C=C2)C(=O)N2CCC2CN2CCN(CC2)C2=CC(=CC=C2)N[C@@H]2C(NC(CC2)=O)=O 2-Chloro-4-((S)-8-(4-(4-((4-(3-(((S)-2,6-dioxo-piperidin-3-yl)amino)-phenyl)piperazin-1-yl)-methyl)azetidine-1-carbonyl)phenyl)-3-methyl-2,8-diazaspiro[4.5]decan-2-yl)benzonitrile